methyl 3-bromo-1-((2-(trimethylsilyl) ethoxy) methyl)-1H-pyrazolo[3,4-b]pyridine-5-carboxylate BrC1=NN(C2=NC=C(C=C21)C(=O)OC)COCC[Si](C)(C)C